COC=1C=C(C=CC1OC)[C@@H](C)NC(=O)C=1C=C(C=CC1C)N1CC2CN(CC2C1)C(=O)OC(C)(C)C tert-butyl 2-[3-[[(1R)-1-(3,4-dimethoxyphenyl)ethyl]carbamoyl]-4-methyl-phenyl]-1,3,3a,4,6,6a-hexahydropyrrolo[3,4-c]pyrrole-5-carboxylate